N-(5-((1-(4-(((tert-butyldimethylsilyl)oxy)methyl)phenyl)piperidin-4-yl)methyl)pyridin-2-yl)-5-fluoro-4-(4-fluoro-1-isopropyl-2-methyl-1H-benzo[d]imidazol-6-yl)pyrimidin-2-amine [Si](C)(C)(C(C)(C)C)OCC1=CC=C(C=C1)N1CCC(CC1)CC=1C=CC(=NC1)NC1=NC=C(C(=N1)C=1C=C(C2=C(N(C(=N2)C)C(C)C)C1)F)F